C(#N)COC(C1=CC(=CC=C1)N)=O 3-aminobenzoic acid-cyanomethyl ester